9,9-bis(2'-hydroxyethyl)-2,7-bis[4-(naphthalen-1-yl)phenyl]-9H-fluorene OCCC1(C2=CC(=CC=C2C=2C=CC(=CC12)C1=CC=C(C=C1)C1=CC=CC2=CC=CC=C12)C1=CC=C(C=C1)C1=CC=CC2=CC=CC=C12)CCO